ClC=1C(N(C(=C(C1)N1N=CC(=C1)Cl)C1=C(C=C(C=C1F)O)F)CC)=O 3-chloro-5-(4-chloro-1H-pyrazol-1-yl)-6-(2,6-difluoro-4-hydroxyphenyl)-1-ethylpyridin-2(1H)-one